2,6-Dimethyl-7-(4-((1-methylcyclopropyl)methoxy)piperidin-1-yl)-[1,2,4]triazolo[4,3-a]pyrimidin-3(2H)-one CN1N=C2N(C=C(C(=N2)N2CCC(CC2)OCC2(CC2)C)C)C1=O